FC=1C=C(C=CC1F)C1CCC(CC1)=O 4-(3,4-difluorophenyl)cyclohexane-1-one